CNCCC1=CNC2=CC=CC=C12 3-(2-[methylamino]ethyl)indole